C1(CC1)C=1N=C2N(C=C(N=C2)C2=CC(=C(C=C2)F)C(C)C)C1C=1C(=C2C=NN(C2=CC1)COC(=O)C1=CC=C(C(=O)O)C=C1)F 4-{[(5-{2-cyclopropyl-6-[4-fluoro-3-(propan-2-yl)phenyl]imidazo[1,2-a]pyrazin-3-yl}-4-fluoro-1H-indazol-1-yl)methoxy]carbonyl}benzoic acid